NC1=CC=CC(=N1)S(=O)(=O)NC(=O)C=1C(=NC(=CC1)C1=CC(=CC(=C1)OCC(C)C)F)N1C(CCC1)C1CC1 N-[(6-Amino-2-pyridyl)sulfonyl]-2-(2-cyclopropylpyrrolidin-1-yl)-6-(3-fluoro-5-isobutoxyphenyl)pyridin-3-carboxamid